C1=C2C=3C=C4C(=CC3N(C2=CC=C1)C=1C(=C(C=CC1)N(C1=CC=CC2=CC=CC=C12)C1=CC=CC=C1)Br)C=CC=C4 N-(3-(5H-benzo[b]carbazol-5-yl)-2-bromophenyl)-N-phenylnaphthalen-1-amine